2-(4-chlorophenoxy)-N-[3-[5-[cis-3-(trifluoromethoxy)cyclobutyl]-1,3,4-oxadiazol-2-yl]-1-bicyclo[1.1.1]pentanyl]acetamide ClC1=CC=C(OCC(=O)NC23CC(C2)(C3)C=3OC(=NN3)[C@@H]3C[C@@H](C3)OC(F)(F)F)C=C1